FC=1C=CC(=NC1CO)C=1CN(CC1)C(=O)OC(C)(C)C tert-Butyl 3-(5-fluoro-6-(hydroxymethyl)pyridin-2-yl)-2,5-dihydro-1H-pyrrole-1-carboxylate